ClC=1C=C(SC1)C=1N=C(SC1)N 4-(4-chloro-2-thienyl)-2-thiazoleamine